BrC=1N=C(C=2N(C1)N=CN2)N2[C@H]([C@@H](C2)O)C (2S,3R)-1-(6-bromo-[1,2,4]triazolo[1,5-a]pyrazin-8-yl)-2-methylazetidin-3-ol